1-fluoro-3-propanesultone FC1CCOS1(=O)=O